N-(4-(5-(2-(4,4-difluoropiperidin-1-yl)-6-methylpyrimidin-4-yl)oxazol-2-yl)-3-(6-azaspiro[2.5]oct-6-yl)phenyl)-2-hydroxyethane-1-sulfonamide FC1(CCN(CC1)C1=NC(=CC(=N1)C1=CN=C(O1)C1=C(C=C(C=C1)NS(=O)(=O)CCO)N1CCC2(CC2)CC1)C)F